C(C)(C)(C)OC(=O)N1C[C@H](CC1)OC1=NC(=NC=C1)COC1=C(C=C(C=C1)Cl)F (S)-3-((2-((4-chloro-2-fluorophenoxy)methyl)pyrimidin-4-yl)oxy)pyrrolidine-1-carboxylic acid tert-butyl ester